(R)-N-[7-chloro-6-[4-((3S,4S)-4-fluoro-3-methyl-tetrahydrofuran-3-yl)piperazin-1-yl]-3-isoquinolinyl]spiro[2.2]pentane-2-carboxamide ClC1=C(C=C2C=C(N=CC2=C1)NC(=O)[C@@H]1CC12CC2)N2CCN(CC2)[C@]2(COC[C@H]2F)C